2-(4-bromobenzyl)oxy-5-(3-oxo-2,3-dihydro-1H-pyrazolo[3,4-d]pyrimidin-6-yl)benzonitrile BrC1=CC=C(COC2=C(C#N)C=C(C=C2)C2=NC=C3C(=N2)NNC3=O)C=C1